NCN(\N=C\C1=C(C(=O)O)C=CC=C1)C (E)-2-((2-aminomethyl-2-methylhydrazono)methyl)benzoic acid